2-[7-[(1-hydroxycyclopropyl)methyl]-1,8-naphthyridin-2-yl]-3,5-dimethyl-phenol OC1(CC1)CC1=CC=C2C=CC(=NC2=N1)C1=C(C=C(C=C1C)C)O